1-(4-(6-chloro-8-fluoro-7-(2-(2-hydroxypropan-2-yl)phenyl)quinazolin-4-yl)piperazin-1-yl)prop-2-en-1-one ClC=1C=C2C(=NC=NC2=C(C1C1=C(C=CC=C1)C(C)(C)O)F)N1CCN(CC1)C(C=C)=O